C(C)(C)(C)OC(=O)N1[C@@H](CC[C@@H]1C=O)CC1CN(CCC1)C(=O)OC(C)(C)C tert-butyl 3-(((2S,5R)-1-(tert-butoxy-carbonyl)-5-formylpyrrolidin-2-yl)methyl)piperidine-1-carboxylate